methyl 2,2-difluoro-3β,7β-dihydroxy-5β-cholanoate FC1([C@@H](C[C@H]2C[C@@H]([C@H]3[C@@H]4CC[C@H]([C@@H](CCC(=O)OC)C)[C@]4(CC[C@@H]3[C@]2(C1)C)C)O)O)F